C(C)C1=NN(C=2CNCCC21)C=2C=CC=C1C=C(N=CC21)C=2C=CC(=NC2)C(=O)OC Methyl 5-(8-(3-ethyl-4,5,6,7-tetrahydro-1H-pyrazolo[3,4-c]pyridin-1-yl)isoquinolin-3-yl)picolinate